1-(3-(5-fluoro-3-(trifluoromethyl)-8,9-dihydropyrido[3',2':4,5]pyrrolo[1,2-a]pyrazin-7(6H)-yl)-3-oxopropoxy)propan FC=1C2=C(N3C1CN(CC3)C(CCOCCC)=O)N=CC(=C2)C(F)(F)F